[N+](=O)([O-])C=1C=CC(=C(N)C1)C1=CC=NC=C1 5-Nitro-2-(pyridin-4-yl)aniline